1-((5-(4-fluoro-3-(trifluoromethyl)phenyl)-1,2,4-oxadiazol-3-yl)methyl)-2-methyl-N-(2-(trifluoromethyl)pyrimidin-4-yl)piperidine-4-carboxamide FC1=C(C=C(C=C1)C1=NC(=NO1)CN1C(CC(CC1)C(=O)NC1=NC(=NC=C1)C(F)(F)F)C)C(F)(F)F